2-bromo-3,6-dimethyl-4-nitro-aniline BrC1=C(N)C(=CC(=C1C)[N+](=O)[O-])C